ClC=1C(=CSC1)C=1N=NN(C1)C1C(NC(CC1)=O)=O 3-[4-(4-chlorothien-3-yl)-1H-1,2,3-triazol-1-yl]piperidine-2,6-dione